Ethyl pyrrolidine-2-carboxylate N1C(CCC1)C(=O)OCC